ClC1=C(C=2N(C=C1S(NC1(CC1)CF)(=O)=O)C(=NC2)C=2SC(=NN2)C(F)F)N2CCN(CC2)C(=O)N(C)C 4-(7-chloro-3-(5-(difluoromethyl)-1,3,4-thiadiazol-2-yl)-6-(N-(1-(fluoromethyl)cyclopropyl)sulfamoyl)imidazo[1,5-a]pyridin-8-yl)-N,N-dimethylpiperazine-1-carboxamide